Bocaminocaproic acid C(=O)(OC(C)(C)C)NC(C(=O)O)CCCC